(E)-2-(4-methylphenyl)-2-(4,4-bis(4-methoxyphenyl)-1,3-butadienyl)-1,3-dithiane CC1=CC=C(C=C1)C1(SCCCS1)\C=C\C=C(C1=CC=C(C=C1)OC)C1=CC=C(C=C1)OC